amylxanthic acid potassium CCCCCOC(=S)[S-].[K+]